CN(CCCN(C(=O)[C@H]1N(CC[C@H]1O)C1=NC(=CC(=C1)C(F)(F)F)C)C=1C=C(C=CC1)C)C (2S,3R)-N-(3-(dimethylamino)propyl)-3-hydroxy-1-(6-methyl-4-(trifluoromethyl)pyridin-2-yl)-N-(m-tolyl)pyrrolidine-2-carboxamide